2-(6-acetyl-5-ethylsulfonyl-3-pyridyl)-2-methyl-propanenitrile C(C)(=O)C1=C(C=C(C=N1)C(C#N)(C)C)S(=O)(=O)CC